N=1C=CN2C1C=C(C=C2)C=2C=NN(C2)CC(=O)OCC ethyl 2-(4-imidazo[1,2-a]pyridin-7-ylpyrazol-1-yl)acetate